bis(2-hydroxyethyl)benzylamine OCCN(CC1=CC=CC=C1)CCO